IC1=C(C=CC=C1)C1NC2=CC=CC=C2C(N1)=O 2-(2-iodophenyl)-2,3-dihydroquinazolin-4(1H)-one